C1(CC1)C1=CC(=CC(=N1)C(=O)OCC)C ethyl 6-cyclopropyl-4-methylpyridinecarboxylate